[(2'S,7R)-2,2'-dimethylspiro[4,5-dihydrothieno[2,3-c]pyran-7,4'-piperidine]-3-yl]methanol CC1=C(C2=C(S1)[C@@]1(C[C@@H](NCC1)C)OCC2)CO